O=C1NC(CCC1C1=NN(C2=CC(=CC=C12)OCCCCC1CCN(CC1)C(=O)OC(C)(C)C)C)=O tert-butyl 4-(4-((3-(2,6-dioxopiperidin-3-yl)-1-methyl-1H-indazol-6-yl)oxy)butyl)piperidine-1-carboxylate